4-(1-((4-Hydroxybutyl)amino)ethyl)isoquinolin-1(2H)-one OCCCCNC(C)C1=CNC(C2=CC=CC=C12)=O